C1(CC1)C1=C(C=CC=C1CC(=O)N[C@H]1C(CCC[C@@H]1OC1C(CN(CC1)C(C)C)(F)F)(F)F)C1=CC(=CC(=C1)F)F 2-(2-cyclopropyl-3',5'-difluoro-[1,1'-biphenyl]-3-yl)-N-((1R,6S)-6-((3,3-difluoro-1-isopropylpiperidin-4-yl)oxy)-2,2-difluorocyclohexyl)acetamide